C1(CC1)OC1=CC2=C(N(C(C3N(C2=O)CC2(CC2)C3)O)C(=O)[O-])C=C1O[Si](C(C)C)(C(C)C)C(C)C 7-cyclopropyloxy-11-hydroxy-5-oxo-8-((triisopropylsilyl)oxy)-11,11a-dihydro-1H,3H-spiro[benzo[e]pyrrolo[1,2-a][1,4]diazepine-2,1'-cyclopropane]-10(5H)-carboxylate